Cl.FC=1C(=C(C=CC1F)C(=O)N1CC(C1)(O)[C@@H]1NCCCC1)NC1=C(C=C(C=C1)I)F 1-({3,4-difluoro-2-[(2-fluoro-4-iodophenyl)amino]phenyl}carbonyl)-3-[(2R)-piperidin-2-yl]azetidin-3-ol hydrochloride salt